2,2-dimethylpropyl 2-hydroxy-2-methyl-propane-1-sulfonate OC(CS(=O)(=O)OCC(C)(C)C)(C)C